The molecule is a dicarboxylic acid dianion obtained by deprotonation of the carboxy groups of 2-methylglutaric acid. It has a role as a mammalian metabolite. It is a conjugate base of a 2-methylglutaric acid. CC(CCC(=O)[O-])C(=O)[O-]